ClC1=CC=C2C[C@H](NCC2=C1)C(=O)O (S)-7-chloro-1,2,3,4-tetrahydroisoquinoline-3-carboxylic acid